1-bromo-5-fluoropentane BrCCCCCF